FC(C1=NN=C(O1)C1=CC=2N(C=C1)C=C(N2)CN(S(=O)(=O)N2CCN(CC2)C(CO)C)C2=CC(=CC=C2)F)F N-((7-(5-(difluoromethyl)-1,3,4-oxadiazol-2-yl)imidazo[1,2-a]pyridin-2-yl)methyl)-N-(3-fluorophenyl)-4-(1-hydroxypropan-2-yl)piperazine-1-sulfonamide